6-(2-morpholinoethoxy)nicotinaldehyde O1CCN(CC1)CCOC1=NC=C(C=O)C=C1